methyl nonanoate ethyl-pelargonate C(C)OC(CCCCCCCC)=O.C(CCCCCCCC)(=O)OC